Cl.C(C)(C)C=1C2=C(C(N(N1)CC(=O)N[C@H]1CNCCC1)=O)SC1=C2C=CC=C1 (R)-2-(1-isopropyl-4-oxo-benzo[4,5]thieno[2,3-d]pyridazin-3(4H)-yl)-N-(piperidin-3-yl)acetamide hydrochloride